C[C@H]\\1C/C=C/[C@H]2[C@@H](C(=C)[C@H]([C@@H]3[C@@]2(C(=O)/C=C\\[C@@H]([C@@H](/C(=C1)/C)O)O)C(=O)N[C@H]3CC4=CNC5=CC=CC=C54)C)O The molecule is a cytochalasan alkaloid found in Chaetomium globosum. It has a role as a Chaetomium metabolite. It is a cytochalasan alkaloid, a member of indoles and a macrocycle.